phenyl (2R)-bicyclo[2.2.1]heptan-2-ylcarbamate C12[C@@H](CC(CC1)C2)NC(OC2=CC=CC=C2)=O